2-(6-((Z)-((1R,4R,5R)-7,7-difluoro-4-methoxy-1-methyl-8-azabicyclo[3.2.1]octan-3-ylidene)methyl)-1,2,4-triazin-3-yl)-5-(1H-imidazol-1-yl)phenol FC1(C[C@@H]2[C@@H](\C(\C[C@]1(N2)C)=C/C2=CN=C(N=N2)C2=C(C=C(C=C2)N2C=NC=C2)O)OC)F